(R)-4-methylbenzenesulfonic acid tetrahydrofuran-3-yl ester O1C[C@@H](CC1)OS(=O)(=O)C1=CC=C(C=C1)C